FC1=CC=C(C=C1)NC(=N)NC[C@@]1(CN(CC1)C(C)(C)C=1C=NC(=CC1)C)CCC=1SC(=CC1)F |o1:12| (R or S)-1-(4-fluorophenyl)-3-((3-(2-(5-fluorothiophen-2-yl)ethyl)-1-(2-(6-methylpyridin-3-yl)propan-2-yl)pyrrolidin-3-yl)methyl)guanidine